BrC1=C(C=C(S1)C=1N(C(C2=C(N(C(C21)=O)CC(CCCCCCCCCC)CCCCCCCC)C=2SC(=C(C2)C)Br)=O)CC(CCCCCCCCCC)CCCCCCCC)C 3,6-bis(5-bromo-4-methylthiophene-2-yl)-2,5-bis(2-octyldodecyl)pyrrolo[3,4-c]pyrrole-1,4(2H,5H)-dione